BrC1=CC2=C(C(=N1)NC=1C(=C(C(=C(C(=O)NC3(CC3)CF)C1)Cl)F)F)N(C=N2)C(C)C 5-((6-bromo-3-isopropyl-3H-imidazo[4,5-c]pyridin-4-yl)amino)-2-chloro-3,4-difluoro-N-(1-(fluoromethyl)cyclopropyl)benzamide